C(CCCCCCCCCCCCCCC)OC1=CC=C(C=C1)S(=O)(=O)C=1C=NC2=CC=C(C=C2C1N1CCC(CC1)N1CCC(CC1)N1CCN(CC1)C)S(=O)C 3-((4-(hexadecyloxy)phenyl)sulfonyl)-4-(4-(4-methylpiperazin-1-yl)-[1,4'-bipiperidin]-1'-yl)-6-(methylsulfinyl)quinoline